ClC1=CC=C(C(=N1)C1=NOC(N1)=O)N[C@H](C)C=1C=C(C=C2C(C(=C(OC12)C=1C=NN(C1)CCO)C)=O)C 3-[6-Chloro-3-[[(1R)-1-[2-[1-(2-hydroxyethyl)pyrazol-4-yl]-3,6-dimethyl-4-oxo-chromen-8-yl]ethyl]amino]-2-pyridyl]-4H-1,2,4-oxadiazol-5-one